7-methoxy-N,N,1-trimethyl-9H-pyrido[3,4-b]indol-9-ethylamine COC1=CC=C2C3=C(N(C2=C1)CCN(C)C)C(=NC=C3)C